[N+](=O)([O-])C=1C(=CC2=C(ONO2)C1)C(=O)N 6-nitrobenzo[d][1,3]dioxazole-5-carboxamide